NC(CC(=O)O)C(NCCOC(CC)=O)=O 3-amino-3-{[2-(propionyloxy)ethyl]carbamoyl}propanoic acid